tert-butyl (R)-3-(4-nitrophenoxy)-2-hydroxypropionate [N+](=O)([O-])C1=CC=C(OC[C@H](C(=O)OC(C)(C)C)O)C=C1